(+/-)-tert-Butyl 1-(Hydroxymethyl)-5-(4-methoxyphenyl)-3-azabicyclo[3.1.0]hexane-3-carboxylate OCC12CN(CC2(C1)C1=CC=C(C=C1)OC)C(=O)OC(C)(C)C